N-(3-((5-Bromo-2-methoxyphenyl)sulfonamido)-5-chloro-2-hydroxyphenyl)acetamide BrC=1C=CC(=C(C1)S(=O)(=O)NC=1C(=C(C=C(C1)Cl)NC(C)=O)O)OC